4-(6-(2,5-difluorophenyl)-6-(1-methyl-2-oxo-1,2-dihydropyridin-3-yl)hex-1,3-diyn-1-yl)-3-(trifluoromethyl)pyrazolo[1,5-a]pyridine-5-carboxylic acid FC1=C(C=C(C=C1)F)C(CC#CC#CC=1C=2N(C=CC1C(=O)O)N=CC2C(F)(F)F)C=2C(N(C=CC2)C)=O